1-benzyl-4-(2-bromobenzyl)-3-oxopiperidine-4-carboxylic acid ethyl ester C(C)OC(=O)C1(C(CN(CC1)CC1=CC=CC=C1)=O)CC1=C(C=CC=C1)Br